1-(2-(3,6-diazabicyclo[3.1.1]heptan-3-yl)-7-(thiazol-2-yl)-4-(trifluoromethoxy)benzo[d]oxazol-5-yl)ethan-1-one C12CN(CC(N1)C2)C=2OC1=C(N2)C(=C(C=C1C=1SC=CN1)C(C)=O)OC(F)(F)F